C(C(C)(C)C)(=O)[O-].[Co+2].C(C(C)(C)C)(=O)[O-] cobalt(II) pivalate